(S)-2-methoxy-1-propanol CO[C@H](CO)C